FC1(C(N(C2=CC(=CC=C12)B1OC(C(O1)(C)C)(C)C)COCC[Si](C)(C)C)=O)F 3,3-difluoro-6-(4,4,5,5-tetramethyl-1,3,2-dioxaborolan-2-yl)-1-(2-trimethylsilylethoxymethyl)indolin-2-one